Dimethyl (1R,3aR)-1-(2,5-dioxopyrrolidin-1-yl)-8-(trifluoromethyl)-1,2-dihydropyrrolo[1,2-a]quinoline-3,3(3aH)-dicarboxylate O=C1N(C(CC1)=O)[C@@H]1CC([C@@H]2N1C1=CC(=CC=C1C=C2)C(F)(F)F)(C(=O)OC)C(=O)OC